(2r,7as)-2-fluoro-6-methylenetetrahydro-1H-pyrrolizin F[C@@H]1C[C@@H]2CC(CN2C1)=C